3-Isopropyl-2-(methyl(2-(tetrahydrofuran-2-yl)ethyl)amino)-7-(1H-pyrazol-4-yl)imidazo[2,1-f][1,2,4]triazin-4(3H)-one C(C)(C)N1C(=NN2C(C1=O)=NC=C2C=2C=NNC2)N(CCC2OCCC2)C